FC1=C(C=C(C=C1C)N[C@@H](C(=O)NO)CCCCN[C@H](C(C)C)C1=NC=C(C=C1)F)C (R)-2-((4-fluoro-3,5-dimethylphenyl)amino)-6-(((R)-1-(5-fluoropyridin-2-yl)-2-methylpropyl)amino)-N-hydroxyhexanamide